(S)-1-((tert-butoxycarbonyl)amino)-1,3-dihydrospiro[indene-2,4'-piperidine]acetic acid tetra-cyclohexyl-ascorbate C1(CCCCC1)C([C@@]([C@@]1(C(=C(C(=O)O1)O)O)C1CCCCC1)(O)C1CCCCC1)(O)C1CCCCC1.C(C)(C)(C)OC(=O)N[C@@H]1C2=CC=CC=C2CC12CCN(CC2)CC(=O)O